C1CC[C@H](C12CCNCC2)NC(OC(C)(C)C)=O tert-butyl N-[(4R)-8-azaspiro[4.5]decan-4-yl]carbamate